ClC1=C(C(=CC(=N1)C(=O)NC)C)N1CCN(CC1)CC1=CC=C2C(N(C(NC2=C1)=O)CC)=O 6-chloro-5-(4-((3-ethyl-2,4-dioxo-1,2,3,4-tetrahydroquinazolin-7-yl)methyl)piperazin-1-yl)-N,4-dimethylpicolinamide